C12C(=CC(CC1)C2)C(=O)N norbornene-2-carboxamide